N-(2,6-Diisopropylpyridin-4-yl)-4-fluorobenzo[d]isothiazole-1,1-dioxide C(C)(C)C1=NC(=CC(=C1)N1S(C2=C(C1)C(=CC=C2)F)(=O)=O)C(C)C